C(C(=C)C)(=O)OCCCCO[Si](C(C)C)(C(C)C)C(C)C γ-methacryloxypropyltriisopropylmethoxysilane